1-(2-(((tert-butyldimethyl-silyl)oxy)methyl)-5-fluoropyridin-3-yl)ethan-1-amine C(C)(C)(C)[Si](OCC1=NC=C(C=C1C(C)N)F)(C)C